CN(C)CC=1C(=NN(C1)C1=NC(=NC=C1)NC=1C(=CC(=C(C1)NC(C=C)=O)N1CCOCC1)OC)C1=CC=CC=C1 N-(5-((4-(4-((dimethylamino)methyl)-3-phenyl-1H-pyrazol-1-yl)pyrimidin-2-yl)amino)-4-methoxy-2-morpholinophenyl)acrylamide